ClC=1C(=NC(=C(C1)F)C1=C(C=C(C(=C1)F)C(F)(F)F)Cl)C(=O)O 3-Chloro-6-(2-chloro-5-fluoro-4-(trifluoromethyl)phenyl)-5-fluoropicolinic acid